O[C@H]1[C@H](O[C@@]2([C@@H]([C@H]1N1N=NC(=C1)C1=CC(=C(C(=C1)F)F)F)OC(C(=O)O)C)OCCCC2)CO 2-(((2r,3r,4s,5r,6s)-3-hydroxy-2-(hydroxymethyl)-4-(4-(3,4,5-trifluorophenyl)-1H-1,2,3-triazol-1-yl)-1,7-dioxaspiro[5.5]undec-5-yl)oxy)propanoic acid